FC1=C(C(=C(C(=C1F)F)F)F)B(C1=C(C(=C(C(=C1F)F)F)F)F)C1=C(C(=C(C(=C1F)F)F)F)F tris(2,3,4,5,6-pentafluorophenyl)borane